C(N)(OCCCC(C1=CC=CC=C1)([C@H](C)C1=CC(=C(C(=C1)OCC)Br)OCC)C(C)(C)C)=O tert-butyl[(1R)-1-(4-bromo-3,5-diethoxyphenyl)ethyl](4-phenylbutyl) carbamate